1-allyloxyprop-2-yl (5-chloro-8-quinolineoxy)acetate ClC1=C2C=CC=NC2=C(C=C1)OCC(=O)OC(COCC=C)C